FC1=C(C=CC(=C1)F)C1=C(C=C2C(=NC(N3C2=C1SCCC3)=O)N3C[C@@H](N[C@@H](C3)C)C)C(F)(F)F 11-(2,4-difluorophenyl)-8-((3S,5R)-3,5-dimethylpiperazin-1-yl)-10-(trifluoromethyl)-3,4-dihydro-2H,6H-[1,4]thiazepino[2,3,4-ij]quinazolin-6-one